NC1=C(C=C(OC2=CC(=NC=C2)C(=O)NC)C=C1)F 4-(4-amino-3-fluorophenoxy)-N-methyl-pyridine-2-carboxamide